CC1=C(C(=CC=C1)C)C=1C=C(C=NC1)[C@H](CC(=O)OC)NC(C(C1=CC=CC=C1)N1C(C=CC(=C1)C)=O)=O (3S)-methyl 3-(5-(2,6-dimethylphenyl)pyridin-3-yl)-3-(2-(5-methyl-2-oxopyridin-1(2H)-yl)-2-phenylacetamido)propanoate